5-fluoro-3-[2-nitrovinyl]-1H-indole FC=1C=C2C(=CNC2=CC1)C=C[N+](=O)[O-]